N-(2,3-dihydro-4H-benzo[b][1,4]oxazin-4-yl)-1-isopropyl-4-(2,3,5-trifluorophenyl)-1H-imidazo[4,5-c]pyridine-2-carboxamide O1C2=C(N(CC1)NC(=O)C=1N(C3=C(C(=NC=C3)C3=C(C(=CC(=C3)F)F)F)N1)C(C)C)C=CC=C2